(methacryloxyethyl-phosphorylcholine) n-butyl-methacrylate C(CCC)C=C(C(=O)OC(C[N+](C)(C)C)=P(=O)CCOC(C(=C)C)=O)C